FC(CO)(CC1=CC(=NC=C1F)NN)F 2,2-difluoro-3-(5-fluoro-2-hydrazino-4-pyridyl)propan-1-ol